NC=1SC2=C(N1)C(=CC=C2F)C2=C(C=C1C(=NC(=NC1=C2F)OC[C@]21CCCN1C[C@@H](C2)F)N2CCC1(CCN1C=O)CCC2)Cl 7-(7-(2-amino-7-fluorobenzo[d]thiazol-4-yl)-6-chloro-8-fluoro-2-(((2R,7aS)-2-fluorotetrahydro-1H-pyrrolizin-7a(5H)-yl)methoxy)quinazolin-4-yl)-1,7-diazaspiro[3.6]decane-1-carbaldehyde